tert-butyl 3-methyl-3-(4-methylsulfanylquinazolin-6-yl)azetidine-1-carboxylate CC1(CN(C1)C(=O)OC(C)(C)C)C=1C=C2C(=NC=NC2=CC1)SC